FC(N1N=C(C(=C1)F)S(=O)(N[C@@H](C)C1=CC=C(C=C1)OC)=NC(NC1=C2CCCC2=CC=2CCCC12)=O)F 1-(difluoromethyl)-4-fluoro-N'-((1,2,3,5,6,7-hexahydro-s-indacen-4-yl)carbamoyl)-N-((S)-1-(4-methoxyphenyl)ethyl)-1H-pyrazole-3-sulfonimidamide